O\N=C(\N)/C1=CC=C2C=C(N(C2=C1)CC1=CC=CC2=CC=CC=C12)C(=O)OC1CCC(CC1)N 4-aminocyclohexyl (E)-6-(N'-hydroxycarbamimidoyl)-1-(naphthalen-1-ylmethyl)-1H-indole-2-carboxylate